3-(2-((3r,5s)-3-(1,3-dimethyl-1H-pyrazol-4-yl)-5-methylpiperidin-1-yl)pyrimidin-4-yl)-6-(trifluoromethyl)imidazo[1,2-a]pyridine CN1N=C(C(=C1)[C@@H]1CN(C[C@H](C1)C)C1=NC=CC(=N1)C1=CN=C2N1C=C(C=C2)C(F)(F)F)C